sodium benzoyl sulfoethanesulfonate S(=O)(=O)(O)C(C)S(=O)(=O)OC(C1=CC=CC=C1)=O.[Na]